N-(5-(4-((R)-2-((tert-Butyldimethylsilyl)oxy)propoxy)-6-((R)-3-methoxytetrahydrofuran-3-yl)pyridin-2-yl)-7-methylpyrrolo[1,2-c]pyrimidin-3-yl)acetamide [Si](C)(C)(C(C)(C)C)O[C@@H](COC1=CC(=NC(=C1)[C@]1(COCC1)OC)C=1C=C(N2C=NC(=CC21)NC(C)=O)C)C